[Fe].CC(CC(CCCC)=O)=O.CC(CC(CCCC)=O)=O.CC(CC(CCCC)=O)=O tris(octane-2,4-dione) iron